CCCCCCCCC(CCCCC)CC(=O)[O-] (Z)-9-tetradecylacetate